1-(4-bromophenyl)-5-phenyl-1H-1,2,3-triazole BrC1=CC=C(C=C1)N1N=NC=C1C1=CC=CC=C1